NC(CC#N)C1=CC=C(C=C1)C=1C2=C(N=C(N1)N1[C@H]([C@@H](C1)O)C)C(CC2)(F)F 3-amino-3-(4-(7,7-difluoro-2-((2S,3R)-3-hydroxy-2-methylazetidin-1-yl)-6,7-dihydro-5H-cyclopenta[d]pyrimidin-4-yl)phenyl)propanenitrile